(R)-1-(4-(2-(6-(3-Aminopiperidine-1-carbonyl)-3-methylpyrazolo[1,5-a]pyridin-2-yl)-1-(cyclopropylmethyl)-5-fluoro-1H-indol-7-yl)piperidin-1-yl)ethan-1-one N[C@H]1CN(CCC1)C(=O)C=1C=CC=2N(C1)N=C(C2C)C=2N(C1=C(C=C(C=C1C2)F)C2CCN(CC2)C(C)=O)CC2CC2